4-(5,5-dimethyl-4,5,6,7-tetrahydro-1H-4,6-methanobenzo[d]imidazole-2-yl)benzaldehyde CC1(C2C3=C(NC(=N3)C3=CC=C(C=O)C=C3)CC1C2)C